N1(CCCCCCC1)C1=NC=C(C=C1C(=O)NC1=CC(=CC=C1)C(N)=O)C(F)(F)F 2-(azocan-1-yl)-N-(3-carbamoylphenyl)-5-(trifluoromethyl)-pyridine-3-carboxamide